NC1=C2C(=NC=N1)N(N=C2C2=CC=C(C=C2)OC2=CC=CC=C2)[C@H]2CN(CCC2)C2CCN(CC2)C(=O)N2CCC(CC2)C=2C=C1CN(C(C1=CC2)=O)C2C(NC(CC2)=O)=O 3-(5-(1-((R)-3-(4-amino-3-(4-phenoxyphenyl)-1H-pyrazolo[3,4-d]pyrimidin-1-yl)-[1,4'-bipiperidine]-1'-carbonyl)piperidin-4-yl)-1-oxoisoindolin-2-yl)piperidine-2,6-dione